methyl N-[5-[4-ethyl-6-[(4-fluoro-3-methoxy-phenyl)-(methoxymethyl)carbamoyl]benzimidazol-1-yl]-2-pyridyl]carbamate C(C)C1=CC(=CC=2N(C=NC21)C=2C=CC(=NC2)NC(OC)=O)C(N(COC)C2=CC(=C(C=C2)F)OC)=O